5,6-dimethylpyrazine-2-carboxylic acid CC=1N=CC(=NC1C)C(=O)O